3,5-dichloro-N-(4-(N-(3-chloro-2-methylphenyl)sulfamoyl)phenyl)benzenesulfonamide ClC=1C=C(C=C(C1)Cl)S(=O)(=O)NC1=CC=C(C=C1)S(NC1=C(C(=CC=C1)Cl)C)(=O)=O